(2r,3r,4r,5s)-3,4,5-tris(benzyloxy)-1-(2,6-difluoro-4-(pyrrolidin-1-yl)phenethyl)-2-methylpiperidine C(C1=CC=CC=C1)O[C@@H]1[C@H](N(C[C@@H]([C@H]1OCC1=CC=CC=C1)OCC1=CC=CC=C1)CCC1=C(C=C(C=C1F)N1CCCC1)F)C